ClC1=CC(=C(COC2=CC=CC(=N2)C2=CC(=C(CC3=NC4=C(N3CCF)C=CC=C4)C=C2)F)C=C1)F 2-(4-(6-(4-Chloro-2-fluorobenzyloxy)pyridin-2-yl)-2-fluorobenzyl)-1-(2-fluoroethyl)-1H-benzo[d]imidazol